FC12CC(C1)(C2)CNC(=O)NCC2=CC(=NC=C2)OCC(F)(F)F 1-[(3-fluoro-1-bicyclo[1.1.1]pentanyl)methyl]-3-[[2-(2,2,2-trifluoroethoxy)pyridin-4-yl]methyl]urea